nonadecane-9,9-diol CCCCCCCCC(CCCCCCCCCC)(O)O